C(C)(C)(C)OC(=O)N1C(C2=C(C=CC(=C2C1)C1=CN(C2=NC=CC=C21)C(=O)OC(C)(C)C)C=C)=O tert-butyl 3-(2-(tert-butoxycarbonyl)-1-oxo-7-vinylisoindol-4-yl)-1H-pyrrolo[2,3-b]pyridine-1-carboxylate